6-acetyl-2,6-diazaspiro[3.3]heptan C(C)(=O)N1CC2(CNC2)C1